C1(CCCCC1)P(C1=C(SC(=C1P(C1CCCCC1)C1CCCCC1)CCCC)CCCC)C1CCCCC1 3,4-bis(di-cyclohexylphosphino)-2,5-di-n-butylthiophene